ClC1=C(C=C(C=2C(=C3N(C12)CCN(C3)C(=O)[O-])I)OCC)Cl 6,7-dichloro-9-ethoxy-10-iodo-3,4-dihydro-1H-pyrazino[1,2-a]indole-2-carboxylate